[Nd].[Pr].[Co] cobalt praseodymium-neodymium